(E)-8-(5-methoxy-2,2'-dioxo-[3,3'-biindolinylidene]-1-yl)octanoic acid COC=1C=C2\C(\C(N(C2=CC1)CCCCCCCC(=O)O)=O)=C\1/C(NC2=CC=CC=C12)=O